[Na+].C1(=CC=C(C=C1)C=1C=C2C=CC(=CC2=CC1)S(=O)(=O)[O-])C 6-(p-tolyl)-2-naphthalenesulfonic acid sodium salt